N-[2-[4-(diphenylmethyl)-1-piperazinyl]-5-(1-piperazinylcarbonyl)phenyl]-4-methyl-benzenesulfonamide C1(=CC=CC=C1)C(N1CCN(CC1)C1=C(C=C(C=C1)C(=O)N1CCNCC1)NS(=O)(=O)C1=CC=C(C=C1)C)C1=CC=CC=C1